C(C1=CC=CC=C1)N[SiH3] Benzylaminosilane